1-ethyl-5-(4-fluorophenyl)-6-methyl-4-oxo-1,4-dihydropyridazine-3-carboxylic acid C(C)N1N=C(C(C(=C1C)C1=CC=C(C=C1)F)=O)C(=O)O